3-((5-Bromo-3-chloro-2-hydroxyphenyl)sulfonamido)-5-cyclopropyl-2-hydroxy-N-methylbenzamide BrC=1C=C(C(=C(C1)S(=O)(=O)NC=1C(=C(C(=O)NC)C=C(C1)C1CC1)O)O)Cl